1-(6-(5-(6-methylpyridin-2-yl)-1H-imidazol-4-yl)quinolin-3-yl)azetidine-3-carboxylic acid CC1=CC=CC(=N1)C1=C(N=CN1)C=1C=C2C=C(C=NC2=CC1)N1CC(C1)C(=O)O